2,2'-bis[4-(trifluoromethyl)phenyl][5,5'-bi-1H-isoindole]-1,1',3,3'(2H,2'H)-tetrone FC(C1=CC=C(C=C1)N1C(C2=CC=C(C=C2C1=O)C=1C=C2C(N(C(C2=CC1)=O)C1=CC=C(C=C1)C(F)(F)F)=O)=O)(F)F